sodium phenol diamidosulfonate NS(=O)(=O)[O-].NS(=O)(=O)[O-].C1(=CC=CC=C1)O.[Na+].[Na+]